O=C1N(C(C=C1)=O)CCCCCC(=O)N[C@@H](C(C)C)C(N[C@@H](C)C(NC1=C(C=C(C(=C1)C)CI)C)=O)=O 6-(2,5-dioxo-2,5-dihydro-1H-pyrrol-1-yl)-N-[(1S)-1-{[(1S)-1-{[4-(iodomethyl)-2,5-dimethylphenyl]carbamoyl}ethyl]carbamoyl}-2-methylpropyl]hexanamide